BrC1=NC=C(C(=C1F)N1C(C(=C(C=C1C)[C@@H]1[C@H](C1)C=1C=NN(C1)C(F)F)Cl)=O)C 2'-bromo-3-chloro-4-((1S,2S)-2-(1-(difluoromethyl)-1H-pyrazol-4-yl)cyclopropyl)-3'-fluoro-5',6-dimethyl-2H-[1,4'-bipyridin]-2-one